Tetramethylendiisocyanat C(CCCN=C=O)N=C=O